C(#N)C1(C(C=CC=C1)N)N 2-cyano-phenylenediamine